dipropoxyheptenyl nonoxymethyl ether C(CCCCCCCC)OCOC=CCCCCC(OCCC)OCCC